N6-(6-methoxypyridin-2-yl)-N1-methyl-4-(5-(methylamino)benzo[d]oxazol-2-yl)-2,7-naphthyridine-1,6-diamine COC1=CC=CC(=N1)NC=1C=C2C(=CN=C(C2=CN1)NC)C=1OC2=C(N1)C=C(C=C2)NC